chloro-2-iodo-6-methylpyrimidine ClC1=NC(=NC(=C1)C)I